CC(CCOC(=O)C1C2C=CC(C1)C2=O)CC 5-(3-methylpentyloxycarbonyl)-7-oxo-bicyclo[2.2.1]Hept-2-ene